5-[(2R)-4-[4-chloro-2-(trifluoromethyl)benzoyl]-2-ethylpiperazin-1-yl]-2'-ethoxy-N-{[(2S)-1-methylazetidin-2-yl]methyl}-[2,3'-bipyridine]-6-carboxamide ClC1=CC(=C(C(=O)N2C[C@H](N(CC2)C=2C=CC(=NC2C(=O)NC[C@H]2N(CC2)C)C=2C(=NC=CC2)OCC)CC)C=C1)C(F)(F)F